FC(C(=O)O)(F)F.N[C@@H]1[C@@H](CCCC1)NC1=NC=2N(C=C1)N=CC2C(=O)NC=2C(=NN(C2)C)C(N)=O 5-{[(1R,2S)-2-aminocyclohexyl]amino}-N-(3-carbamoyl-1-methyl-1H-pyrazol-4-yl)pyrazolo[1,5-a]pyrimidine-3-carboxamide trifluoroacetate